(S)-quinuclidin-3-yl((R)-6-fluoro-5-(4-isopropylphenyl)-2,2-dimethyl-2,3-dihydro-1H-inden-1-yl)carbamate N12C[C@H](C(CC1)CC2)OC(N[C@@H]2C(CC1=CC(=C(C=C21)F)C2=CC=C(C=C2)C(C)C)(C)C)=O